CCS(=O)(=O)OC=1C=C2CN(C(C2=CC1F)=O)C1C(NC(CC1)=O)=O (2-(2,6-dioxopiperidin-3-yl)-6-fluoro-1-oxoisoindolin-5-yl) methylmethanesulfonate